FC=1C=C(C=CC1)C1=CC(=C(N=N1)CNC(C(=O)OCC)=O)C ethyl 2-((6-(3-fluorophenyl)-4-methylpyridazin-3-yl) methylamino)-2-oxoacetate